C[Si](N1CCN(CC1)CCC[Si](OCC)(OCC)OCC)(C)C 3-(4-trimethylsilyl-1-piperazinyl)propyltriethoxysilane